NC1=C(SC2=NC(=CC=C21)C)C(=O)N[C@H]2COC1=C(C2)C=CC(=C1)N1C2(COC2)C[C@H](C1)N 3-amino-N-[(3R)-7-[(7R)-7-amino-2-oxa-5-azaspiro[3.4]octan-5-yl]-3,4-dihydro-2H-1-benzopyran-3-yl]-6-methylthieno[2,3-b]pyridine-2-carboxamide